4,4,5,5-tetramethyl-2-(2-methyl-4-methanesulfonyl-phenyl)-1,3,2-dioxaborolan CC1(OB(OC1(C)C)C1=C(C=C(C=C1)S(=O)(=O)C)C)C